C1=CC=CC=2C3=CC=CC=C3C(C12)COC(=O)N(CC(=O)OC(C)(C)C)CCC1=CC=CC=C1 tert-butyl N-(((9H-fluoren-9-yl)methoxy)carbonyl)-N-phenethylglycinate